CC1=C(C(=O)OC(COCCCCC=C)CO)C=CC(=C1NC[C@H]1OCC1)N 1-hex-5-enyl-glycerol methyl-4-amino-3-{[(2S)-oxetan-2-ylmethyl]amino}benzoate